C(C)(C)(C)OC(=O)N1[C@@](C[C@H](C1)O[Si](C)(C)C(C)(C)C)(C(=O)O)C (2S,4R)-1-(tert-butoxycarbonyl)-4-(tert-butyldimethylsilyloxy)-2-methylpyrrolidine-2-carboxylic acid